COCCN(C(OC1CCC(CC1)C(N(CC12CCC(CC1)(CC2)C2=CC(=C(C=C2)OC)C)C2=NC=CC(=C2)C=2C=NN(C2)C(C)C)=O)=O)C 4-((4-(1-Isopropyl-1H-pyrazol-4-yl)pyridin-2-yl)((4-(4-methoxy-3-methylphenyl)bicyclo[2.2.2]octan-1-yl)methyl)carbamoyl)cyclohexyl (2-methoxyethyl)(methyl)trans-carbamate